ClC1=C(C(=O)OC)C=C(C=C1)CC1=NNC(C2=CC=C(C=C12)OC1CCC1)=O methyl 2-chloro-5-((7-cyclobutoxy-4-oxo-3,4-dihydrophthalazin-1-yl)methyl)benzoate